bisazidomethyl-oxetane N(=[N+]=[N-])CC1(COC1)CN=[N+]=[N-]